1,2-cyclohexanediamine monohydrochloride Cl.C1(C(CCCC1)N)N